C(C)(C)(C)OC(=O)N1CCC=2C=C(C=NC2C1)C(=O)O 7-(tert-butoxycarbonyl)-5,6,7,8-tetrahydro-1,7-naphthyridine-3-carboxylic acid